The molecule is a carboxamidine that is acetamidine in which the amino hydrogens are substituted by a (6-chloropyridin-3-yl)methyl and a methyl group while the hydrogen attached to the imino nitrogen is replaced by a cyano group. It has a role as a neonicotinoid insectide, an environmental contaminant and a xenobiotic. It is a monochloropyridine, a nitrile and a carboxamidine. It derives from a 2-chloropyridine. CC(=NC#N)N(C)CC1=CN=C(C=C1)Cl